FC=1C=C(OC1)C(=O)N 4-fluorofuran-2-carboxamide